C(C)(=O)OC1[C@H]([C@@H](OC(C)=O)[C@H](OC(C)=O)[C@H](O1)COC(C)=O)NC(CCCC)=O 1,3,4,6-tetra-O-acetyl-2-(1-pentanoyl)amino-2-deoxy-D-mannopyranose